C(C)[C@@H]1C(N(C(N1)=O)C1=NC=C(N=C1)OC1=CC=C(C2=C1C1(CC1)CO2)C)=O (5R)-5-ethyl-3-[5-(7-methylspiro[2H-benzofuran-3,1'-cyclopropane]-4-yl)oxypyrazin-2-yl]imidazolidine-2,4-dione